C(C)(C)(C)OC(=O)C1=NC(=CC=C1C=1C=NN(C1)CC1=CC2=CC=CC=C2C=C1)N1CC2=C(C=CC=C2CC1)C(NC=1SC2=C(N1)C=CC=C2)=O 6-[8-(1,3-benzothiazol-2-ylcarbamoyl)-3,4-dihydroisoquinolin-2(1H)-yl]-3-[1-(naphthalen-2-ylmethyl)-1H-pyrazol-4-yl]pyridine-2-carboxylic acid tert-butyl ester